C(C)(=O)N1CCN(CC1)C=1OC2=C(C=C(C=C2C(C1)=O)C)C(C)NC1=C(C(=O)OC)C=CC=C1 methyl 2-((1-(2-(4-acetylpiperazin-1-yl)-6-methyl-4-oxo-4H-chromen-8-yl)ethyl)amino)benzoate